COC1=NC(=CC(=N1)N1CC=2N(CC1)C=NC2)C2=NNC1=CC(=C(C=C21)OC2(CC2)C)C 7-(2-methoxy-6-(6-methyl-5-(1-methylcyclopropoxy)-1H-indazol-3-yl)pyrimidin-4-yl)-5,6,7,8-tetrahydroimidazo[1,5-a]pyrazine